OC(COC(CCCCCCC\C=C/CCCCCCCC)=O)CO (Z)-9-octadecenoic acid 2,3-dihydroxypropyl ester